[Si](C1=CC=CC=C1)(C1=CC=CC=C1)(C(C)(C)C)OCC1(CC1)S(=O)(=O)C1(CC1)C=O 1-((1-(((tert-butyldiphenylsilyl)oxy)methyl)cyclopropyl)sulfonyl)cyclopropanecarboxaldehyde